C1OCC12CCN(CC2)[C@H]2CN(CC2)C2=NC=1C(=C(C3=C(C1C=N2)COC3)C3=NC=C(C2=C3C(=C(S2)N)C#N)F)F 4-(3-((R)-3-(2-Oxa-7-azaspiro[3.5]nonan-7-yl)pyrrolidin-1-yl)-5-fluoro-7,9-dihydrofuro[3,4-f]quinazolin-6-yl)-2-amino-7-fluorothieno[3,2-c]pyridine-3-carbonitrile